FC1=C(C=C(C=C1)NC(=O)C=1C(=C(N2CCCCC12)C(C(=O)NC(CO)(C)C)=O)C)C N-(4-fluoro-3-methylphenyl)-3-(2-((1-hydroxy-2-methylpropan-2-yl)amino)-2-oxoacetyl)-2-methyl-5,6,7,8-tetrahydroindolizine-1-carboxamide